C1[C@H]([C@H]([C@H](O[C@]1(C(=O)O)O[C@@H]2C[C@@](O[C@@H]([C@@H]2O[C@@H]3[C@H]([C@H]([C@@H]([C@H](O3)[C@H](CO)O)O[C@H]4[C@@H]([C@H]([C@@H]([C@H](O4)CO)O)O)O)O[C@@H]5[C@H]([C@H]([C@@H]([C@H](O5)[C@H](CO[C@@H]6[C@H]([C@H]([C@@H]([C@H](O6)[C@H](CO)O)O)O)O)OP(=O)(O)OCCN)O)O[C@@H]7[C@@H]([C@H]([C@H]([C@H](O7)C(=O)O)O[C@@H]8[C@@H]([C@H]([C@H]([C@H](O8)CO)O)O[C@H]9[C@@H]([C@H]([C@@H]([C@H](O9)CO)O)O)O)N)O)O[C@@H]1[C@H]([C@H]([C@@H]([C@H](O1)[C@@H](CO)O)O)O)O[C@@H]1[C@H]([C@H]([C@@H]([C@H](O1)[C@H](CO)O)O)O)O)O)O)[C@@H](CO[C@@H]1[C@@H]([C@H]([C@H](CO1)N)O)O)O)(C(=O)O)O)[C@@H](CO)O)O)O The molecule is an oligosaccharide derivative that is a dodecasaccharide derivative, the oligosaccharide portion of the Proteus penneri strain 26 lipopolysaccharide (LPS) core region.